C(C)(C)(C)OC(=O)N1OC(CC1C=1SC(=CC1)C#N)=O 3-(5-cyanothiophen-2-yl)-5-oxo-1,2-oxazolidine-2-carboxylic acid tert-butyl ester